C1(CC1)CNC1=NC(=NC=C1C(F)(F)F)NC1=C2C=NN(C2=CC=C1)CC#N 2-(4-((4-((cyclopropylmethyl)amino)-5-(trifluoromethyl)pyrimidin-2-yl)amino)-1H-indazol-1-yl)acetonitrile